cholesten-heptadecanoate (cholesten-5-en-3beta-yl heptadecanoate) C=C(C)CCC[C@@H](C)[C@H]1CC[C@H]2[C@@H]3CC=C4C[C@H](CC[C@]4(C)[C@H]3CC[C@]12C)C(C(=O)O)CCCCCCCCCCCCCCC.C(=C(C)CCC[C@@H](C)[C@H]1CC[C@H]2[C@@H]3CCC4CCCC[C@]4(C)[C@H]3CC[C@]12C)CCCCCCCCCCCCCCCCC(=O)O